4-[1-(4-fluorophenyl)-4-hydroxy-2-(2-hydroxy-1,1-dimethyl-propyl)indol-3-yl]benzoic acid FC1=CC=C(C=C1)N1C(=C(C2=C(C=CC=C12)O)C1=CC=C(C(=O)O)C=C1)C(C(C)O)(C)C